C1(CC1)C1=C(C(=NO1)C1=C(C=CC=C1Cl)Cl)CO[C@H]1[C@@H]2CN([C@H](C1)C2)C=2SC1=C(N2)C(=CC(=C1)C(=O)O)[C@@H]1COCC1 2-[(1S,4S,5R)-5-{[5-cyclopropyl-3-(2,6-dichlorophenyl)-1,2-oxazol-4-yl]methoxy}-2-azabicyclo[2.2.1]heptan-2-yl]-4-[(3R)-oxolan-3-yl]-1,3-benzothiazole-6-carboxylic acid